C(#N)C=1C=CC(=NC1)NC1=NC=CC=C1NC([C@H](C)NC(OC(C)(C)C)=O)=O tert-butyl [(2S)-1-({2-[(5-cyanopyridin-2-yl)amino]pyridin-3-yl}amino)-1-oxopropan-2-yl]carbamate